NC1=NC=CC=C1C1=NC=2C(=NC(=C(C2)OC)N2N=CC=C2)N1C=1C=C2CC[C@@H](C2=CC1)NC(C1=C(C=C(C(=C1)C=O)O)F)=O N-[(1S)-5-[2-(2-aminopyridin-3-yl)-6-methoxy-5-(pyrazol-1-yl)imidazo[4,5-b]pyridin-3-yl]-2,3-dihydro-1H-inden-1-yl]-2-fluoro-5-formyl-4-hydroxybenzamide